N-[tetrahydropyran-4-yl]4-[4-(3-pyridinyl)-benzyl]-pyrrolo[1,2-b]pyridazine-2-carboxamide O1CCC(CC1)NC(=O)C=1C=C(C=2N(N1)C=CC2)CC2=CC=C(C=C2)C=2C=NC=CC2